F[Sb-](F)(F)(F)(F)F.C1(=CC=CC=C1)[S+](C1=CC=C(C=C1)SC1=CC=CC=C1)C1=CC=CC=C1 Diphenyl-(4-thiophenoxyphenyl)sulfonium hexafluoroantimonate